7,8-dihydro-6H-cyclopenta[g]Isoquinoline-5-sulfonamide C1=NC=CC=2C(=C3C(=CC12)CCC3)S(=O)(=O)N